O1C(CCCC1)C=O.C(C(C)C)NC1CN(CC1)C(=O)N1CCN(C2=CC=CC=C12)CC1=NC=CC=C1 (3-(isobutylamino)pyrrolidin-1-yl)(4-(pyridin-2-ylmethyl)-3,4-dihydroquinoxalin-1(2H)-yl)methanone oxanal salt